tert-butyl 4-(((3R,4R)-3-(4-(tert-butoxycarbonyl) phenyl)-1-methylpiperidin-4-yl)methyl)-7-methyl-1H-indole-1-carboxylate C(C)(C)(C)OC(=O)C1=CC=C(C=C1)[C@@H]1CN(CC[C@H]1CC1=C2C=CN(C2=C(C=C1)C)C(=O)OC(C)(C)C)C